OC1=C(C=CC=C1)C1=C(C=CC=C1)O 2,2'-dihydroxy-1,1'-biphenyl